COC(=O)C1=C(C2=C(S1)C=C(C(=C2)C)N(C)CCOCCF)N 3-Amino-6-((2-(2-fluoroethoxy)ethyl)(methyl)amino)-5-methylbenzo[b]thiophene-2-carboxylic acid methyl ester